diethylene glycol bis[3-(3-tert-butyl-5-hydroxyphenyl) propionate] C(C)(C)(C)C=1C=C(C=C(C1)O)CCC(=O)OCCOCCOC(CCC1=CC(=CC(=C1)O)C(C)(C)C)=O